N[C@H](CC1=C(C=2N=NC=C(C2S1)NCC=1SC=CC1)C)CSC 6-[(2R)-2-amino-3-(methylsulfanyl)propyl]-7-methyl-N-[(thiophen-2-yl)methyl]thieno[3,2-c]pyridazin-4-amine